BrC1=CC(=C2C=C(NC2=C1)C(=O)N1CC(OCC1)C(=O)C1CC1)F [4-[(6-bromo-4-fluoro-1H-indol-2-yl)carbonyl]-2-morpholinyl]cyclopropyl-methanone